NC=1C=C(C(C(F)(F)F)(C(F)(F)F)C2=CC=C(C=C2)C(C2=CC(=CC=C2)N)(C(F)(F)F)C(F)(F)F)C=CC1 1,4-bis(3-amino-alpha,alpha-bistrifluoromethylbenzyl)benzene